O=C1NC=C(C(N1CC1=C(C=CC=C1)F)=O)C(=O)NC=1SC=CN1 2,4-Dioxo-3-(2-fluorobenzyl)-N-(thiazol-2-yl)-1,2,3,4-tetrahydropyrimidine-5-carboxamide